C(CCCC)OC=1C=C(C(=O)NC=2C=C3C(=CNC3=CC2)C=2CCN(CC2)CCC)C=CC1 5-(3-pentoxybenzoyl)amino-3-(1-propyl-1,2,3,6-tetrahydropyridin-4-yl)-1H-indole